F[B-](F)(F)F.ClC1=CC=C(C=C1)[I+]C1=CC=C(C=C1)Cl bis(p-chlorophenyl)iodonium tetrafluoroborate